5-bromo-2-methyl-pyrazole-3-carboxylic acid BrC=1C=C(N(N1)C)C(=O)O